C1(CC1)C1=NNC(=N1)C1CC2(CN(C2)C(=O)N2CC3(C2)CC(C3)CC3=C(C=C(C=C3)S(=O)(=N)C(F)(F)F)F)C1 [6-(3-cyclopropyl-1H-1,2,4-triazol-5-yl)-2-azaspiro[3.3]heptan-2-yl]-[6-[2-fluoro-4-(trifluoromethylsulfonimidoyl)benzyl]-2-azaspiro[3.3]heptan-2-yl]methanone